C1(CCC1)C=1C(=NN(C1NC(=O)N[C@H]1CC(CC1)(F)F)C)C1CC(C1)(F)F (R)-1-(4-cyclobutyl-3-(3,3-difluorocyclobutyl)-1-methyl-1H-pyrazol-5-yl)-3-(3,3-difluorocyclopentyl)urea